C(#N)C=1C=NN2C1C(=CC(=C2)OCC)C=2C=CC(=NC2)N2CC1(CC2)CN(CCC1)C(=O)OC(C)(C)C tert-butyl 2-(5-(3-cyano-6-ethoxypyrazolo[1,5-a]pyridin-4-yl) pyridin-2-yl)-2,7-diazaspiro[4.5]decane-7-carboxylate